OCC=1C=CC=2C3=C(C(NC2C1)=O)NC=C3 7-(hydroxymethyl)-3H-pyrrolo[2,3-c]quinolin-4(5H)-one